4-hydroxy-N-[3-fluoro-4-[(7-methoxy-1,5-naphthyridin-4-yl)oxy]phenyl]-5-(4-fluoro-phenyl)-2,6-dimethylpyridine-3-carboxamide OC1=C(C(=NC(=C1C1=CC=C(C=C1)F)C)C)C(=O)NC1=CC(=C(C=C1)OC1=CC=NC2=CC(=CN=C12)OC)F